3-(trifluoromethyl)-5H,6H,7H,8H-imidazo[1,5-a]pyrazine-1-carboxylic acid ethyl ester C(C)OC(=O)C=1N=C(N2C1CNCC2)C(F)(F)F